C(C)(=O)O[Sn](O[Sn](CCCC)(CCCC)OC(C)=O)(CCCC)CCCC 1,3-bis(acetyloxy)-1,1,3,3-tetrabutyldistannoxane